N-((4-(tert-butyl)phenyl)sulfonyl)-3-(4-chlorophenyl)-4-phenyl-4,5-dihydro-1H-pyrazole-1-carbothioamide C(C)(C)(C)C1=CC=C(C=C1)S(=O)(=O)NC(=S)N1N=C(C(C1)C1=CC=CC=C1)C1=CC=C(C=C1)Cl